2-hydroxyethyl (S,E)-(7-(dimethylamino)-1-((1-((4-isobutyl-1H-benzo[d]imidazol-2-yl)methyl)-2-oxo-1,2-dihydropyridin-3-yl)amino)-1,7-dioxohept-5-en-2-yl)carbamate CN(C(/C=C/CC[C@@H](C(=O)NC=1C(N(C=CC1)CC1=NC2=C(N1)C=CC=C2CC(C)C)=O)NC(OCCO)=O)=O)C